NC[C@@H](C(=O)OC)NC(=O)OCC1=CC=CC=C1 (S)-3-amino-2-(((benzyloxy)carbonyl)amino)propanoic acid, methyl ester